C(#N)C1=NC2=CC(=CC(=C2N=C1N1CCC(CC1)OC)[C@@H](C)NC1=C(C(=O)O)C=CC=C1)C (R)-2-((1-(2-cyano-3-(4-methoxypiperidin-1-yl)-7-methylquinoxalin-5-yl)ethyl)amino)benzoic acid